3-((4,4-bis(((Z)-oct-5-en-1-yl)oxy)butanoyl)oxy)-2-(((((1-ethylpiperidin-3-yl)methoxy)carbonyl)oxy)methyl)propyl ((Z)-dec-4-en-1-yl) adipate C(CCCCC(=O)OCCC\C=C/CCCCC)(=O)OCC(COC(CCC(OCCCC\C=C/CC)OCCCC\C=C/CC)=O)COC(=O)OCC1CN(CCC1)CC